octyloxyl-tin (II) C(CCCCCCC)O[Sn+]